Potassium sulphite Sodium hydroxymethanesulfinate OCS(=O)[O-].[Na+].S(=O)([O-])O.[K+]